ClC1=CC=C(C=C1)[C@H]1C[C@@H](CO1)C1=NOC(=N1)CN1C=NC=2N=C(N(C2C1=O)C)[2H] 1-((3-((3R,5R)-5-(4-chlorophenyl)tetrahydro-furan-3-yl)-1,2,4-oxadiazol-5-yl)methyl)-7-methyl-1,7-dihydro-6H-purin-6-one-8-d